5-phenyl-3-(p-methoxyphenyl)-4-(trifluoromethyl)-1H-pyrazole C1(=CC=CC=C1)C1=C(C(=NN1)C1=CC=C(C=C1)OC)C(F)(F)F